ClC=1C=C(C=2N(N1)C(=CN2)C(=O)N[C@H]2[C@@H](CC2)OC)N(C)CC2=CC=C(C=C2)OC 6-chloro-8-((4-methoxybenzyl)(methyl)amino)-N-((1R,2R)-2-methoxycyclobutyl)imidazo[1,2-b]pyridazine-3-carboxamide